C1(=C(C(=CC2=CC=CC=C12)N)C1=CC2=CC=CC=C2C=C1)N 2,2'-binaphthalenediamine